BrC=1C(=NC(=C(C1)C(C)C)C)N 3-bromo-5-isopropyl-6-methylpyridin-2-amine